C(C)(C)(C)OC(=O)N1CCN(CC1)C1=NC2=CC=C(C=C2C=C1Cl)C1=C2CN(CC2=CC=C1)C(=O)OC(C)(C)C tert-butyl 4-[2-(4-tert-butoxycarbonylpiperazin-1-yl)-3-chloro-6-quinolyl]isoindoline-2-carboxylate